O.P(=O)([O-])([O-])[O-].[Na+].[Na+].[Na+] Sodium phosphate, monohydrate